prop-2-en-1-yl 4-(5-[(5-chlorothiophen-2-yl)methyl]amino-1-(2,2-dimethylpropanoyl)-4-methyl-1H-pyrazol-3-yl)piperidine-1-carboxylate ClC1=CC=C(S1)CNC1=C(C(=NN1C(C(C)(C)C)=O)C1CCN(CC1)C(=O)OCC=C)C